C(C)(C)(C)OC(=O)N1CCN(CC1)C=1OC(=CN1)C=1C(=C(C=CC1)C1=CC(=C(C=C1)NC(C)=O)F)OC 4-(5-(4'-acetamido-3'-fluoro-2-methoxy-[1,1'-biphenyl]-3-yl)oxazol-2-yl)piperazine-1-carboxylic acid tert-butyl ester